3,6-bis(tertiary butyl)-9-mesityl-10-ethylacridine hexafluorophosphate F[P-](F)(F)(F)(F)F.C(C)(C)(C)C=1C=CC=2C(C3=CC=C(C=C3N(C2C1)CC)C(C)(C)C)C1=C(C=C(C=C1C)C)C